N-((4-methoxy-1-((6-(trifluoromethyl)pyridin-3-yl)sulfonyl)-5-(2,4,6-trifluorophenyl)-1H-pyrrol-3-yl)methyl)methan-d3-amine COC=1C(=CN(C1C1=C(C=C(C=C1F)F)F)S(=O)(=O)C=1C=NC(=CC1)C(F)(F)F)CNC([2H])([2H])[2H]